5-((2,6-dimethylbenzyl)oxy)-2-methylbenzoic acid CC1=C(COC=2C=CC(=C(C(=O)O)C2)C)C(=CC=C1)C